(R)-4-(3-chloro-5-(3-methylmorpholino)isothiazolo[4,5-b]pyridin-7-yl)tetrahydro-2H-pyran-4-carbonitrile ClC1=NSC=2C1=NC(=CC2C2(CCOCC2)C#N)N2[C@@H](COCC2)C